4-(3-Cyano-6-(1-methyl-1H-pyrazol-4-yl)pyrazolo[1,5-a]pyridin-4-yl)piperazine-1-carboxylic acid C(#N)C=1C=NN2C1C(=CC(=C2)C=2C=NN(C2)C)N2CCN(CC2)C(=O)O